(R)-(3-(1-((7-bromo-6-(2-methoxyethoxy)-2-methylquinazolin-4-yl)amino)ethyl)-Benzyl 5-(trifluoromethyl)phenyl)carbamate BrC1=C(C=C2C(=NC(=NC2=C1)C)N[C@H](C)C=1C=C(CC2=C(C=C(C=C2)C(F)(F)F)NC([O-])=O)C=CC1)OCCOC